N-(2-(dimethylamino)ethyl)-3-(1-(2-(p-tolyl)-2H-pyrazolo[4,3-c]pyridin-7-yl)piperidin-4-yl)propanamide CN(CCNC(CCC1CCN(CC1)C=1C=2C(C=NC1)=CN(N2)C2=CC=C(C=C2)C)=O)C